(S)-4-(N,N-BIS(4-METHOXYBENZYL)SULFAMOYL)OCT-7-ENOIC ACID COC1=CC=C(CN(S(=O)(=O)[C@H](CCC(=O)O)CCC=C)CC2=CC=C(C=C2)OC)C=C1